N1=C(NC2=C1C=CC=C2)CCCCCCCCC=2NC1=C(N2)C=CC=C1 2,2'-octamethylenebisbenzimidazole